((2R,3S,5R)-2-ethynyl-5-(2-fluoro-6-octanamido-9H-purin-9-yl)-3-hydroxytetrahydrofuran-2-yl)methyl pentanoate C(CCCC)(=O)OC[C@]1(O[C@H](C[C@@H]1O)N1C2=NC(=NC(=C2N=C1)NC(CCCCCCC)=O)F)C#C